(S)-2-((tert-Butoxycarbonyl)(methyl)amino)-3-cyclobutylpropionic acid C(C)(C)(C)OC(=O)N([C@H](C(=O)O)CC1CCC1)C